[4-[[3-(2,3-difluoro-4-methoxyphenyl)imidazo[1,2-a]pyrazin-8-yl]amino]-2-methylphenyl]-[4-[(2S,4S)-4-hydroxy-4-methylpyrrolidine-2-carbonyl]piperazin-1-yl]methanone FC1=C(C=CC(=C1F)OC)C1=CN=C2N1C=CN=C2NC2=CC(=C(C=C2)C(=O)N2CCN(CC2)C(=O)[C@H]2NC[C@@](C2)(C)O)C